O=C1NC(CCC1N1C(N(C2=C1C=CC(=C2)N2C[C@H]([C@@H](CC2)CC(=O)OC(C)(C)C)C)C)=O)=O tert-butyl 2-[(3S,4S)-1-[1-(2,6-dioxo-3-piperidyl)-3-methyl-2-oxo-benzimidazol-5-yl]-3-methyl-4-piperidyl]acetate